CN(C1=CC=C(C=C1)C=1C=CC2=C(N(C(=N2)C2=NN(C3=CC=C(C=C23)C(=O)O)COCC[Si](C)(C)C)COCC[Si](C)(C)C)C1)C 3-(6-(4-(dimethylamino)phenyl)-1-((2-(trimethylsilyl)ethoxy)methyl)-1H-benzo[d]imidazol-2-yl)-1-((2-(trimethylsilyl)ethoxy)methyl)-1H-indazole-5-carboxylic acid